FC=1C=NN2C1C(NC1=C(C(=CC=C21)CN2CC1=NN(C=C1C2)C=2C=CC(=NC2O)C(=O)NC)F)=O 5-(5-((3,6-difluoro-4-oxo-4,5-dihydropyrazolo[1,5-a]quinoxalin-7-yl)methyl)-5,6-dihydropyrrolo[3,4-c]pyrazol-2(4H)-yl)-6-hydroxy-N-methylpicolinamide